S-(4-chloro-3-methylphenyl)benzenecarbothioate ClC1=C(C=C(C=C1)S=C([O-])C1=CC=CC=C1)C